C1(CC1)C1=NC=NC(=C1C=1N=CC=2C(N1)=NC(C(C2)C=2C=NNC2)=O)OC 2-(4-cyclopropyl-6-methoxypyrimidin-5-yl)-6-(1H-pyrazol-4-yl)pyrido[2,3-d]pyrimidin-7-one